(4S)-N-{1-((R)-3-chloro-4-fluorophenyl)-2-[(4,4-difluoro-cyclohexyl)oxy]ethyl}-2-oxoimidazolidine-4-carboxamide ClC=1C=C(C=CC1F)C(COC1CCC(CC1)(F)F)NC(=O)[C@H]1NC(NC1)=O